NC1=C2N=CN(C2=NC(=N1)F)[C@H]1C[C@@H]([C@@](O1)(C#C)COP(=O)(OCC(=O)OCCCCCCCCC)N[C@@H](CC1=CC=CC=C1)C(=O)OCCCCCCCCC)O Nonyl ((((2R,3S,5R)-5-(6-amino-2-fluoro-9H-purin-9-yl)-2-ethynyl-3-hydroxy-tetrahydrofuran-2-yl)meth-oxy)(2-(nonyloxy)-2-oxo-ethoxy)phosphoryl)-L-phenylalaninate